NC=1C=CC2=C(OCC3N2CCN(C3)C(=O)OC(C)(C)C)C1 tert-butyl 8-amino-1,2,4a,5-tetrahydrobenzo[b]pyrazino[1,2-d][1,4]oxazine-3(4H)-carboxylate